C(C)O[Si](CCCS)(OCC)OCC triethoxy(3-mercaptopropyl)silane